(1R,2R)-2-fluoro-N-(3-(2-methoxypyridin-3-yl)-1-((2-(trimethylsilyl)ethoxy)methyl)-1H-pyrrolo[2,3-b]pyridin-6-yl)cyclopropane-1-carboxamide F[C@H]1[C@H](C1)C(=O)NC1=CC=C2C(=N1)N(C=C2C=2C(=NC=CC2)OC)COCC[Si](C)(C)C